6-((4-(aminomethyl)thiophen-2-yl)methoxy)-9H-purin-2-amine NCC=1C=C(SC1)COC1=C2N=CNC2=NC(=N1)N